(2S,4r)-N-[[(2S,3r)-1-cyclopropyl-2-(3-methylimidazol-4-yl)-3-piperidinyl]methyl]-1-[(2S)-2-(4-cyclopropyltriazol-1-yl)-3,3-dimethyl-butyryl]-4-hydroxy-pyrrolidine-2-carboxamide C1(CC1)N1[C@@H]([C@H](CCC1)CNC(=O)[C@H]1N(C[C@@H](C1)O)C([C@H](C(C)(C)C)N1N=NC(=C1)C1CC1)=O)C=1N(C=NC1)C